BrC=1C=C(C2=C(C(=CO2)COC2=C(C=CC=C2)CC(=O)OCC)C1)CN(C)CC1CC1 ethyl 2-(2-((5-bromo-7-(((cyclopropylmethyl)(methyl)amino)methyl)benzofuran-3-yl)methoxy)phenyl)acetate